[C@H]12CN(C[C@H](CC1)N2)C2=NC(=NC1=C(C(=C(C=C21)F)C2=CC(=CC1=CC=CC(=C21)Cl)O)F)OC[C@]21CCCN1C[C@@H](C2)F 4-(4-((1R,5S)-3,8-diazabicyclo[3.2.1]-octan-3-yl)-6,8-difluoro-2-(((2R,7aS)-2-fluorotetrahydro-1H-pyrrolizin-7a(5H)-yl)-methoxy)quinazolin-7-yl)-5-chloronaphthalen-2-ol